NC=1N(N=C2CCCCC12)CC(=O)N1C[C@@]2(CCC1)C1=C(NC(O2)=O)C=CC(=C1F)Cl (R)-1'-(2-(3-Amino-4,5,6,7-tetrahydro-2H-indazol-2-yl)acetyl)-6-chloro-5-fluorospiro[benzo[d][1,3]oxazine-4,3'-piperidin]-2(1H)-one